7-(2-((3aS,4R,6aR)-4-(4-amino-7H-pyrrolo[2,3-d]pyrimidin-7-yl)-2,2-dimethyl-3a,6a-dihydro-4H-cyclopenta[d][1,3]dioxol-6-yl)ethyl)-3-bromo-5-fluoroquinolin-2-amine NC=1C2=C(N=CN1)N(C=C2)[C@@H]2C=C([C@H]1OC(O[C@H]12)(C)C)CCC1=CC(=C2C=C(C(=NC2=C1)N)Br)F